(acetyl)-D-alanine C(C)(=O)N[C@H](C)C(=O)O